FC1=CC=C(C=C1)C(C(C)C)N1N=CC(=C1)C1=CN=CC(=N1)C1=CC=2N(C=C1)N=C(N2)N 7-(6-(1-(1-(4-fluorophenyl)-2-methylpropyl)-1H-pyrazol-4-yl)pyrazin-2-yl)-[1,2,4]-triazolo[1,5-a]pyridin-2-amine